5-Fluoro-1'-methyl-3'',4''-dihydro-1''H-dispiro[indolin-3,2'-pyrrolidin-3',2''-naphthalene]-1'',2-dione FC=1C=C2C(=CC1)NC(C21N(CCC12C(C1=CC=CC=C1CC2)=O)C)=O